tert-butyl O4-tert-butyl-N-[3-({2-[4,7,10-tris(2-tert-butoxy-2-oxoethyl)-1,4,7,10-tetraazacyclododecan-1-yl]acetamido}methyl)benzoyl]-L-α-aspartylglycyl-L-lysinate C(C)(C)(C)OC(C[C@H](NC(C1=CC(=CC=C1)CNC(CN1CCN(CCN(CCN(CC1)CC(OC(C)(C)C)=O)CC(OC(C)(C)C)=O)CC(=O)OC(C)(C)C)=O)=O)C(=O)NCC(=O)N[C@@H](CCCCN)C(=O)OC(C)(C)C)=O